5-(3-(cyclohexylethynyl)-4-(trifluoromethoxy)phenoxy)-1H-1,2,3-triazole-4-carboxylic acid C1(CCCCC1)C#CC=1C=C(OC2=C(N=NN2)C(=O)O)C=CC1OC(F)(F)F